(S)-5-((methylcarbamoyl)-D-leucyl)-N-((S)-3-oxo-1-((S)-2-oxopyrrolidin-3-yl)-4-(trifluoromethoxy)butan-2-yl)-5-azaspiro[2.4]heptane-6-carboxamide CNC(=O)N[C@H](CC(C)C)C(=O)N1CC2(CC2)C[C@H]1C(=O)N[C@@H](C[C@H]1C(NCC1)=O)C(COC(F)(F)F)=O